ClC1C=2N(C3=C(N1C)C=NC=C3)N=C(N2)C chloro-2,5-dimethyl-4,5-dihydropyrido[3,4-e][1,2,4]triazolo[1,5-a]pyrazine